C(C)(C)(C)OC(=O)N1C[C@@H](OCC1)C=CC(=O)OC (S)-2-(3-methoxy-3-oxoprop-1-en-1-yl)morpholine-4-Carboxylic acid tert-butyl ester